ClC=1C=C(C=CC1F)C1C(C(NC1)=O)C(=O)OCC ethyl 4-(3-chloro-4-fluorophenyl)-2-oxo-3-pyrrolidinecarboxylate